C(C)C1(C2CC3CC(CC1C3)C2)OC(=O)COC(=O)C2C3C=CC(C2)C3 5-(2-ethyl-2-adamantyloxycarbonyl-methyloxycarbonyl)-bicyclo[2.2.1]Hept-2-ene